I.S1C(=CC=C1CN)C=1SC(=CC1)CN 2,2'-bithiophene-5,5'-dimethylamine hydroiodide